2-((1r,4S)-4-methylcyclohexyl)acetic acid CC1CCC(CC1)CC(=O)O